C(C)(C)(C)OC(=O)N(C(OC(C)(C)C)=O)C1=NN2C(C=C(C=C2)C2=C(C(=CC=C2)B2OC(C(O2)(C)C)(C)C)F)=N1 tert-butyl (tert-butoxycarbonyl)(7-(2-fluoro-3-(4,4,5,5-tetramethyl-1,3,2-dioxaborolan-2-yl)phenyl)-[1,2,4]triazolo[1,5-a]pyridin-2-yl)carbamate